N-[4-[4-(3-aminocyclobutanecarbonyl)piperazine-1-carbonyl]-3-fluoro-5-methylphenyl]-5-[1-(cyanomethyl)-3-(trifluoromethyl)pyrazol-4-yl]-1-methylimidazole-2-carboxamide NC1CC(C1)C(=O)N1CCN(CC1)C(=O)C1=C(C=C(C=C1C)NC(=O)C=1N(C(=CN1)C=1C(=NN(C1)CC#N)C(F)(F)F)C)F